ClC1=CC=CC(=N1)C1(CCOCC1)C#N 4-(6-chloro-2-pyridinyl)tetrahydropyran-4-carbonitrile